N-arachidoyl-arginine C(CCCCCCCCCCCCCCCCCCC)(=O)N[C@@H](CCCNC(N)=N)C(=O)O